ethyl (2r,4r)-4-methyl-2-piperidinecarboxylate C[C@H]1C[C@@H](NCC1)C(=O)OCC